Neodymium (2,2-dihexyl)Caprate C(CCCCC)C(C([O-])=O)(CCCCCCCC)CCCCCC.[Nd+3].C(CCCCC)C(C([O-])=O)(CCCCCCCC)CCCCCC.C(CCCCC)C(C([O-])=O)(CCCCCCCC)CCCCCC